CN(CC(=O)N1CCC(CC1)OC=1C=C2C(=C(NC2=CC1)C=1C(=C(C(N(C1)C)=O)C)C)C(C)C)C 5-(5-((1-(dimethylglycyl)piperidin-4-yl)oxy)-3-isopropyl-1H-indol-2-yl)-1,3,4-trimethylpyridin-2(1H)-one